C1(C=CC(N1CCCCCC(=O)ON1C(CCC1=O)=O)=O)=O N-(E-maleimidocaproyloxy)-succinimide